ClC=1C=C2C(=NC(=NC2=C(C1C1=C2C=NNC2=CC=C1C)OC1COCC1)OC[C@H]1N(CCC1)C)N1CCNCC1 6-chloro-7-(5-methyl-1H-indazol-4-yl)-2-(((S)-1-methylpyrrolidin-2-yl)methoxy)-4-(piperazin-1-yl)-8-((tetrahydrofuran-3-yl)oxy)quinazoline